[Cl-].CN(C12CC3CC(CC(C1)C3)C2)C N,N-dimethyl-adamantaneamine chloride